BrCCC[N+]1=C(N(C=C1)CCCBr)/N=N/C1=CC=C(C=C1)OC (E)-[1,3-bis(3-bromopropyl)imidazol-1-ium-2-yl]-(4-methoxyphenyl)diazene